ClC=1C2=CN(N=C2C=CC1C1=CC=CN2C(=CC=C12)C(=O)C1=CC(=C(C=C1)NC(\C=C\CNC1CCC(CC1)OC)=O)C#N)C (E)-N-(4-(8-(4-chloro-2-methyl-2H-indazol-5-yl)indolizine-3-carbonyl)-2-cyanophenyl)-4-(((1r,4r)-4-methoxycyclohexyl)amino)but-2-enamide